N-((S)-2-(dimethylamino)-3-(4-methyl-1H-indazol-5-yl)propyl)-3-(1-methylcyclopropyl)-3-(pyridin-3-yl)propanamide CN([C@H](CNC(CC(C=1C=NC=CC1)C1(CC1)C)=O)CC=1C(=C2C=NNC2=CC1)C)C